[Li+].P(=O)([O-])([O-])[O-].[Fe+2].[Li+].[Li+] lithium lithium iron phosphate lithium